ClC=1C=CC2=C([N+](N=N2)=C(N2CCOCC2)N(C)C)C1 6-chloro-1-((dimethylamino)(morpholino)-methylene)-1H-benzotriazolium